methyl-i-pentylpyrrolidinium bis(trifluoromethanesulfonyl)imide [N-](S(=O)(=O)C(F)(F)F)S(=O)(=O)C(F)(F)F.C[N+]1(CCCC1)CCC(C)C